C(C)(C)(C)OC(NC1=NC=C(C=C1)C(C)N1C[C@H](CCC1)O)=O (5-(1-((S)-3-hydroxypiperidin-1-yl)ethyl)pyridin-2-yl)carbamic acid tert-butyl ester